OC1=CC=C(C=C2C(N(C(S2)=NN=C2C(NC3=CC=C(C=C23)C)=O)C2=C(C=CC=C2)Cl)=O)C=C1 3-(2-(5-(4-hydroxybenzylidene)-3-(2-chlorophenyl)-4-oxothiazolidin-2-ylidene)hydrazono)-5-methyl-1H-indol-2-one